ClC1=CC(=C(C=C1)NC(=O)C1=CC(=NC=C1)C(F)(F)F)C(N[C@H](C(C(=O)NC)=O)C[C@H]1C(NCC1)=O)=O N-[4-chloro-2-[[(1S)-3-(methylamino)-2,3-dioxo-1-[[(3S)-2-oxopyrrolidin-3-yl]methyl]propyl]carbamoyl]phenyl]-2-(trifluoromethyl)pyridine-4-carboxamide